C1(CCCC1)N1C(C=C(C2=C1N=C(N=C2)N2CCC(CC2)NCCC2=CC=CC=C2)C2=CC=C(C=C2)S(=O)(=O)C)=O 8-cyclopentyl-5-(4-(methylsulfonyl)phenyl)-2-(4-(phenethylamino)piperidin-1-yl)pyrido[2,3-d]pyrimidin-7-one